C(C)(=O)O[C@@H]1[C@H](O[C@H]([C@@H]([C@H]1OC(C)=O)OC(C)=O)OC1=CC=C(C=C1)CCNC(=O)OC(C)(C)C)COCCCCN=[N+]=[N-] (2R,3R,4S,5R,6S)-2-((4-azidobutoxy)methyl)-6-(4-(2-((tert-butoxycarbonyl)amino)ethyl)phenoxy)tetrahydro-2H-pyran-3,4,5-triyl triacetate